CC1(OB(OC1(C)C)C1=CC=C(C=C1)N1CC2(C1)CCN(CC2)C(=O)OC(C)(C)C)C tert-butyl 2-(4-(4,4,5,5-tetramethyl-1,3,2-dioxaborolan-2-yl)phenyl)-2,7-diazaspiro[3.5]nonane-7-carboxylate